C(=O)C1=CC=C(C=C1)C#CC1=CC=C(C(=O)NC(C(=O)OC)C(C)([N+](=O)[O-])C)C=C1 methyl 2-[[4-[2-(4-formylphenyl)ethynyl]benzoyl]amino]-3-methyl-3-nitro-butanoate